N1(N=CC=C1)C1=CC=C(C=N1)N1CCN(CC1)CC1=CC(=NC=N1)NC(=O)NCC 1-(6-((4-(6-(1H-pyrazol-1-yl)pyridin-3-yl)piperazin-1-yl)methyl)pyrimidin-4-yl)-3-ethylurea